2-(6-(((3r,5r)-5-fluoropiperidin-3-yl)amino)pyridazin-3-yl)-3-methyl-5-(trifluoromethyl)phenol F[C@@H]1C[C@H](CNC1)NC1=CC=C(N=N1)C1=C(C=C(C=C1C)C(F)(F)F)O